methyl 4'-(1-((tert-butoxycarbonyl)(methyl)amino)butyl)-[1,1'-biphenyl]-4-carboxylate C(C)(C)(C)OC(=O)N(C(CCC)C1=CC=C(C=C1)C1=CC=C(C=C1)C(=O)OC)C